ClC1=C(C=CC(=C1)NC(CCCCCCCCCCCCC)=O)C1=CC(OC2=CC(=CC=C12)O[C@@H](C(=O)N1CCN(CC1)C(CCCC[P+](C1=CC=CC=C1)(C1=CC=CC=C1)C1=CC=CC=C1)=O)C)=O [5-[4-[(2R)-2-[4-[2-chloro-4-(tetradecanoylamino)phenyl]-2-oxo-chromen-7-yl]oxypropanoyl]piperazin-1-yl]-5-oxo-pentyl]-triphenyl-phosphonium